(4-((5H-pyrido[3,2-b]indol-5-yl)methyl)-2-fluorobenzyl)phosphonic acid N1=CC=CC=2N(C=3C=CC=CC3C21)CC2=CC(=C(CP(O)(O)=O)C=C2)F